NC1=NC(N(C=C1F)[C@@H]1O[C@]([C@H](C1)O)(C=C=C)CO)=O 4-amino-5-fluoro-1-((2R,4S,5R)-4-hydroxy-5-(hydroxymethyl)-5-(propa-1,2-dien-1-yl)tetrahydrofuran-2-yl)pyrimidin-2(1H)-one